2-(5-amino-2-(furan-2-yl)-7H-pyrazolo[4,3-e][1,2,4]triazolo[1,5-c]pyrimidin-7-yl)-N-((3-hydroxyoxetan-3-yl)methyl)-2-(2-methoxyphenyl)propanamide NC1=NC2=C(C=3N1N=C(N3)C=3OC=CC3)C=NN2C(C(=O)NCC2(COC2)O)(C)C2=C(C=CC=C2)OC